CCCCCCCC(CC)C(=O)OC(C)(C)C Tert-butyl decane-8-carboxylate